C(C)(C)(C)OC(=O)NCC1=CC(=C(C(=C1)C)NC(=O)C1=CC2=C(OCCC3=C2SC=C3)C=C1C=1C(=NC(=CC1)C(=O)N1CC(C1)(F)F)C(=O)OC)C methyl 3-(9-((4-(((tert-butoxycarbonyl)amino)methyl)-2,6-dimethylphenyl)carbamoyl)-4,5-dihydrobenzo[b]thieno[2,3-d]oxepin-8-yl)-6-(3,3-difluoroazetidine-1-carbonyl)picolinate